CN1C(=CC=2C=NC(=CC21)N)\C=C\C(C)C (E)-1-methyl-2-(3-methylbut-1-en-1-yl)-1H-pyrrolo[3,2-c]pyridin-6-amine